COC1=NC=CC(=C1)NC1=C(C(=NN1)C1=CC=C(C=C1)NC(=O)N1C[C@@H](CC1)C1=CC=CC=C1)C(=O)N (S)-5-((2-methoxypyridin-4-yl)amino)-3-(4-(3-phenylpyrrolidine-1-carboxamido)phenyl)-1H-pyrazole-4-carboxamide